N(=[N+]=[N-])C([C@@H]1[C@@H]([C@@H]([C@H](C(O)O1)NC(C)=O)O)O)O 6-azido-N-acetylgalactosamine